(6-(difluoromethyl)-5-fluoropyridin-2-yl)((4R,5S)-3,3,7,7-tetrafluoro-4-hydroxy-1-azaspiro[4.4]nonan-1-yl)methanone FC(C1=C(C=CC(=N1)C(=O)N1CC([C@@H]([C@]12CC(CC2)(F)F)O)(F)F)F)F